C(=CC)N(C(CC)=O)CC1=CC=C(C=C1)C1=NOC(=N1)C(F)(F)F N-propenyl-N-[[4-[5-(trifluoromethyl)-1,2,4-oxadiazol-3-yl]phenyl]methyl]propionamide